heptenic acid C(C=CCCCC)(=O)O